3-((7S,8S)-18-ethyl-2,5,8,12,17-pentamethyl-13-vinyl-7H,8H-porphyrin-7-yl)-N-(2-(2-hydroxyethoxy)ethyl)-N-methylpropanamide C(C)C1=C(C=2C=C3C(=C(C(=CC=4[C@H]([C@@H](C(=C(C5=CC(=C(N5)C=C1N2)C)C)N4)CCC(=O)N(C)CCOCCO)C)N3)C)C=C)C